tert-Butyl 1-(4-(4-amino-2-butyl-1H-imidazo[4,5-c]quinolin-8-yl)piperazin-1-yl)-3,6,9,12,15,18-hexaoxahenicosan-21-oate NC1=NC=2C=CC(=CC2C2=C1N=C(N2)CCCC)N2CCN(CC2)CCOCCOCCOCCOCCOCCOCCC(=O)OC(C)(C)C